4-(1-methyl-1H-pyrazol-4-yl)quinazolin CN1N=CC(=C1)C1=NC=NC2=CC=CC=C12